p-vinyl-phenethyl alcohol C(=C)C1=CC=C(CCO)C=C1